2-(6-(((1S,2R,3R,5R)-2-fluoro-9-azabicyclo[3.3.1]nonan-3-yl)oxy)pyridazin-3-yl)-5-(5-methyl-2H-tetrazol-2-yl)phenol F[C@@H]1[C@@H]2CCC[C@H](C[C@H]1OC1=CC=C(N=N1)C1=C(C=C(C=C1)N1N=C(N=N1)C)O)N2